CC(C)C1=C(C(=CC(=C1)C(C)C)C(C)C)C1=CC=CC=C1 2',4',6'-tris(prop-2-yl)[1,1'-biphenyl]